di-tert-butyl({dichloro[di-tert-butyl(phenyl)-lambda5-phosphanyl]palladio})phenyl-lambda5-phosphane C(C)(C)(C)P(C1=CC=CC=C1)([Pd](P(C1=CC=CC=C1)(C(C)(C)C)C(C)(C)C)(Cl)Cl)C(C)(C)C